(2S,4r)-1-[(2S)-2-[4-[2-(2-amino-2-oxo-ethyl)phenyl]triazol-1-yl]-3,3-dimethyl-butyryl]-4-hydroxy-N-methyl-pyrrolidine-2-carboxamide NC(CC1=C(C=CC=C1)C=1N=NN(C1)[C@H](C(=O)N1[C@@H](C[C@H](C1)O)C(=O)NC)C(C)(C)C)=O